Bis(2-chloro-1-naphthyl)-2,5-dimethylphenylphosphin oxid ClC1=C(C2=CC=CC=C2C=C1)P(C1=C(C=CC(=C1)C)C)(C1=C(C=CC2=CC=CC=C12)Cl)=O